butenyl-cyclohexyl-phosphinic acid C(=CCC)P(O)(=O)C1CCCCC1